(4-methoxythiophen-2-yl)pyridin COC=1C=C(SC1)C1=NC=CC=C1